[Al].C1(=CC=CC2=CC=CC=C12)C1=CC=CC2=CC=CC=C12 binaphthyl aluminum